S(SCCNC(/C(/CC=1SC=CC1)=N/O)=O)CCNC(/C(/CC=1SC=CC1)=N/O)=O (2e,2'e)-N,N'-(disulfanediylbis(ethane-2,1-diyl))bis(2-(hydroxyimino)-3-(thiophen-2-yl)propionamide)